BrC1=C(C=CC(=C1)F)C1OC2=C(C=3N1C=C(C(C3)=O)C(=O)O)C=3CC(OC3C(=C2)OCCCOC)(C)C 7-(2-bromo-4-fluorophenyl)-4-(3-methoxypropoxy)-2,2-dimethyl-11-oxo-1,2,7,11-tetrahydrobenzofuro[4,5-e]pyrido[1,2-c][1,3]oxazine-10-carboxylic acid